C[C@H]1NC2=CC(N3NC=C(C(OC[C@@H](OC4=CC=C(C=C14)F)C)=O)C3=N2)=O (3R,11S)-3,11-dimethyl-10,13-dioxa-6-fluoro-2,17,18,21-tetraazatetracyclo[13.5.2.04,9.018,22]Docosane-1(20),4,6,8,15,21-hexaene-14,19-dione